N-(3-((3-(9H-purin-6-yl)pyridin-2-yl)amino)-4-methylphenyl)-2-((2R,4R)-2-(trifluoromethyl)tetrahydro-2H-pyran-4-yl)acetamide N1=CN=C2NC=NC2=C1C=1C(=NC=CC1)NC=1C=C(C=CC1C)NC(C[C@H]1C[C@@H](OCC1)C(F)(F)F)=O